diaminostilbene-sulfonic acid NC(=C(C=1C(=CC=CC1)S(=O)(=O)O)N)C1=CC=CC=C1